C(C)(C)(C)C=1C(C(=CC(C1)=CC1=CC2=CC=CC=C2C=C1)C(C)(C)C)=O 2,6-di-tert-butyl-4-(2-naphthyl)methylene-2,5-cyclohexadien-1-one